(E)-3-(2,6-bis(benzyloxy)pyridin-3-yl)-6-(2-ethoxyvinyl)-1-methyl-1H-indazole C(C1=CC=CC=C1)OC1=NC(=CC=C1C1=NN(C2=CC(=CC=C12)\C=C\OCC)C)OCC1=CC=CC=C1